ClCC(=O)NC=1C(=CC(=NC1NC[C@H]1OCC1)C(=O)OC)OC (S)-methyl 5-(2-chloroacetylamino)-4-methoxy-6-((oxetan-2-ylmethyl)amino)picolinate